C(CCC)[Te]CCCC Di(n-butyl)tellurium